N2-(((9H-fluoren-9-yl)methoxy)carbonyl)-N5-((3R,4S,5R)-3,4-dihydroxy-5-(hydroxymethyl)tetrahydrofuran-2-yl)-L-glutamine C1=CC=CC=2C3=CC=CC=C3C(C12)COC(=O)N[C@@H](CCC(NC1O[C@@H]([C@H]([C@H]1O)O)CO)=O)C(=O)O